FCC1(CNCC1)C(=O)N(C)C 3-(fluoromethyl)-N,N-dimethyl-pyrrolidine-3-carboxamide